(R)-3-Fluoro-5-((6-morpholino-2-azaspiro[3.4]octan-2-yl)sulfonyl)benzonitrile FC=1C=C(C#N)C=C(C1)S(=O)(=O)N1CC2(C1)C[C@@H](CC2)N2CCOCC2